tert-butyl 3-(6-chloro-3-nitropyridin-2-yl)-3-oxopropanoate ClC1=CC=C(C(=N1)C(CC(=O)OC(C)(C)C)=O)[N+](=O)[O-]